ethyl N-[(4-bromo-5-methoxy-2H-pyrazol-3-yl)carbamothioyl]carbamate BrC1=C(NN=C1OC)NC(=S)NC(OCC)=O